methyl trans-3-ethyl-1-(picolinamido)cyclohexane-1-carboxylate C(C)[C@@H]1C[C@@](CCC1)(C(=O)OC)NC(C1=NC=CC=C1)=O